Cl.Cl.CN1C2=C(OCC1)C(=NN=C2)N (4-methyl-2,3-dihydropyridazino[4,5-b][1,4]oxazin-8-yl)amine dihydrochloride